N-[3-(6-chloro-1,3-benzothiazol-2-yl)-1-bicyclo[1.1.1]pentanyl]-2-(1-methylsulfonylcyclopropyl)oxazole-5-carboxamide ClC1=CC2=C(N=C(S2)C23CC(C2)(C3)NC(=O)C3=CN=C(O3)C3(CC3)S(=O)(=O)C)C=C1